4-[(1ξ)-1-aminoethyl]-6-[methyl-(propan-2-yl)amino]-2-[6-(5-methyl-4-propyl-4H-1,2,4-triazol-3-yl)pyridin-2-yl]-2,3-dihydro-1H-pyrrolo[3,4-c]pyridin NC(C)C1=NC(=CC2=C1CN(C2)C2=NC(=CC=C2)C2=NN=C(N2CCC)C)N(C(C)C)C